ClCN1C(C(=CC2=NC=CC=C12)C(F)(F)F)=O (chloromethyl)-3-(trifluoromethyl)-1,5-naphthyridin-2(1H)-one